C(=O)C(C(=O)O)CCCCC formyl-heptanoic acid